CC1=C(C(=C(C1(C)[Cr]C1(C(=C(C(=C1C)C)C)C)C)C)C)C bis-(pentamethylcyclopentadienyl)chromium